2-Methyl-5-(pyridin-4-yl)-N-(3-(2-oxopropyl)-1,2,4-thiadiazol-5-yl)furan-3-carboxamide CC=1OC(=CC1C(=O)NC1=NC(=NS1)CC(C)=O)C1=CC=NC=C1